C(C=C)(=O)N1CC2(C1)CN(CC2)C2=NC(=NC(=C2C#N)N2CC(CCC2)O)OC[C@H]2N(CCC2)C 4-(2-acryloyl-2,6-diazaspiro[3.4]octan-6-yl)-6-(3-hydroxypiperidin-1-yl)-2-(((S)-1-methylpyrrolidin-2-yl)methoxy)pyrimidine-5-carbonitrile